C1(CC1)C=1C=CC=C2C=CN(C12)C(C1=NC=CC=C1C)C1CC1 7-cyclopropyl-N-(cyclopropyl(3-methylpyridin-2-yl)methyl)-1H-indole